(S)-1-TERT-BUTYL 5-METHYL 2-((S)-6'-CHLORO-5-(HEX-5-EN-1-YL)-3',4,4',5-TETRAHYDRO-2H,2'H-SPIRO[BENZO[B][1,4]OXAZEPINE-3,1'-NAPHTHALEN]-7-YL)PENTANEDIOATE ClC=1C=C2CCC[C@]3(C2=CC1)CN(C1=C(OC3)C=CC(=C1)[C@@H](C(=O)OC(C)(C)C)CCC(=O)OC)CCCCC=C